(3R,9S)-9-ethyl-5-fluoro-3,9-dihydroxy-3-methyl-2,3,12,15-tetrahydro-1H,7H,13H-pyrano[3',4':6,7]indolizino[2,1-b]pyridino[3,2,1-ij]quinoline-7,10,13(9H)-trione C(C)[C@]1(C(OCC=2C(N3CC=4N5C6=C(C=C(C=C6C(C4C3=CC21)=O)F)[C@](CC5)(C)O)=O)=O)O